FC(OC[C@H]1N(C[C@H](C1)OC1CCC(CC1)C(F)(F)F)C(=O)OCC1=CC=CC=C1)F benzyl (2S,4S)-2-((difluoromethoxy)methyl)-4-((4-(trifluoromethyl)cyclohexyl)oxy)pyrrolidine-1-carboxylate